CN1CC(CC(C1)C)C=1SC2=C(N1)C=C(C=C2)[C@@H]2N(C[C@H](CC2)C)C(C(=O)NC=2C1=C(C=NC2)C=NN1)=O 2-((2R,5S)-2-(2-(1,5-dimethylpiperidin-3-yl)benzo[d]thiazol-5-yl)-5-methylpiperidin-1-yl)-2-oxo-N-(1H-pyrazolo[4,3-c]pyridin-7-yl)acetamide